(S)-3-(6-(benzyloxy)-2-(((R)-3-(tert-butoxy)-2-((tert-butoxycarbonyl)amino)-3-oxopropyl)thio)-1H-indol-3-yl)-2-(((2-(trimethylsilyl)ethoxy)carbonyl)amino)propanoic acid C(C1=CC=CC=C1)OC1=CC=C2C(=C(NC2=C1)SC[C@@H](C(=O)OC(C)(C)C)NC(=O)OC(C)(C)C)C[C@@H](C(=O)O)NC(=O)OCC[Si](C)(C)C